OC1=CC=C(C=C1)C(=CC(=O)O)C1=CC=C(C=C1)O.OC1=CC=C(C=C1)C(C)(C)C1=CC=C(C=C1)O bisphenol A di-(p-hydroxyphenyl)acrylate